N1=CC(=CC=C1)C=1C=CC2=C(N=NC=3C=CC=CC23)C1 3-(Pyridin-3-yl)benzo[C]cinnoline